N-n-nonadecanoyl-isoleucine C(CCCCCCCCCCCCCCCCCC)(=O)N[C@@H]([C@@H](C)CC)C(=O)O